3-[2-(3-fluorophenyl)ethyl]-6-{[2-(1-methylpyrazol-4-yl)-4-pyridyl]oxy}quinazolin-4-one FC=1C=C(C=CC1)CCN1C=NC2=CC=C(C=C2C1=O)OC1=CC(=NC=C1)C=1C=NN(C1)C